(R*)-5-(1-aminoethyl)thiophene-3-carboximidamide N[C@H](C)C1=CC(=CS1)C(N)=N |o1:1|